The molecule is a 1,2-diacyl-sn-glycero-3-phosphoethanolamine in which the acyl groups at positions 1 and 2 are specified as heptadecanoyl and arachidonoyl respectively. It derives from a heptadecanoic acid and an arachidonic acid. It is a tautomer of a 1-heptadecanoyl-2-arachidonoyl-sn-glycero-3-phosphoethanolamine zwitterion. CCCCCCCCCCCCCCCCC(=O)OC[C@H](COP(=O)(O)OCCN)OC(=O)CCC/C=C\\C/C=C\\C/C=C\\C/C=C\\CCCCC